N-[3-Fluoro-4-({6-(methyloxy)-7-[(3-piperidin-1-ylpropyl)oxy]chinolin-4-yl}oxy)phenyl]-N'-(4-fluorophenyl)cyclopropan-1,1-dicarboxamid FC=1C=C(C=CC1OC1=CC=NC2=CC(=C(C=C12)OC)OCCCN1CCCCC1)NC(=O)C1(CC1)C(=O)NC1=CC=C(C=C1)F